1-tert-butyloxycarbonyl-4-hydroxy-4-(1-methyl-1H-pyrazol-5-yl)piperidine tert-butyl-3-ethylsulfonyl-5-(methylamino)pyridine-2-carboxylate C(C)(C)(C)OC(=O)C1=NC=C(C=C1S(=O)(=O)CC)NC.C(C)(C)(C)OC(=O)N1CCC(CC1)(C1=CC=NN1C)O